N-isopropyl-N-t-butylhydroxylamine C(C)(C)N(O)C(C)(C)C